NC1=C(C=C2C(C(=CN(C2=N1)C1CC1)CN(CC1=CC(=NC=C1)C)[C@@H]1CN(CCC1)C=1C=NC(=CC1)C)=O)F 7-amino-1-cyclopropyl-6-fluoro-3-({[(3S)-1-(6-methylpyridin-3-yl)piperidin-3-yl][(2-methylpyridin-4-yl)methyl]amino}methyl)-1,4-dihydro-1,8-naphthyridin-4-one